C(C(C)C)N1CC2(C1)CC(C2)NC2=NN1C(C=N2)=C(C=C1)C=1C=NC2=NC=CC=C2C1 N-(2-isobutyl-2-azaspiro[3.3]heptan-6-yl)-5-(1,8-naphthyridin-3-yl)pyrrolo[2,1-f][1,2,4]triazin-2-amine